Tetrahydrofurfuryl-diethylene glycol C(C1CCCO1)C(COCCO)O